methacryloyloxymethyl-1,3-oxathiolan-2-one C(C(=C)C)(=O)OCC1SC(OC1)=O